N,N'-bis[3-(triethoxysilyl)propyl]-1,2-ethanediamine C(C)O[Si](CCCNCCNCCC[Si](OCC)(OCC)OCC)(OCC)OCC